1,5-decalindimethanol C1(CCCC2C(CCCC12)CO)CO